4-bromo-3-ethyl-phenylamine BrC1=C(C=C(C=C1)N)CC